ClC=1C=C(C=CC1Cl)C=1N=C(SC1SC(C)C)N1N=C(C(=C1C(=O)O)C1=CC(=NC(=C1)C)C)C 1-(4-(3,4-dichlorophenyl)-5-(isopropylthio)thiazol-2-yl)-4-(2,6-dimethylpyridin-4-yl)-3-methyl-1H-pyrazole-5-carboxylic acid